N-(4-((6,7-Dimethoxy-1,5-naphthyridin-4-yl)oxy)-3-fluorophenyl)-4-hydroxy-2,6-dimethylnicotinamide COC=1N=C2C(=CC=NC2=CC1OC)OC1=C(C=C(C=C1)NC(C1=C(N=C(C=C1O)C)C)=O)F